4-(chloromethyl)-N-isopropyl-3-methylpyridin-2-amine ClCC1=C(C(=NC=C1)NC(C)C)C